5-[(3-{8-bromo-3-[(trifluoromethyl)sulfanyl]indolizin-2-yl}prop-2-yn-1-yl)amino]-6-methoxypyridine-3-carboxylate BrC1=CC=CN2C(=C(C=C12)C#CCNC=1C=C(C=NC1OC)C(=O)[O-])SC(F)(F)F